N-ethyl-N-[3-[1H-imidazol-5-ylmethyl(methyl)amino]phenyl]-1-methyl-piperidine-2-carboxamide C(C)N(C(=O)C1N(CCCC1)C)C1=CC(=CC=C1)N(C)CC1=CN=CN1